CN(CCOC1=CC=C(C=C1)CC1C(NC(S1)=O)=O)C1=NC=CC=C1 5-({4-[2-(Methyl-2-pyridinylamino)ethoxy]phenyl}methyl)-2,4-thiazolidinedione